2-(4-(2-((4-(Bis((Z)-2-hydroxyoctadec-9-en-1-yl)amino)butyl)disulfaneyl)ethyl)piperazin-1-yl)ethyl 5-(bis((Z)-2-hydroxyoctadec-9-en-1-yl)amino)pentanoate OC(CN(CCCCC(=O)OCCN1CCN(CC1)CCSSCCCCN(CC(CCCCCC\C=C/CCCCCCCC)O)CC(CCCCCC\C=C/CCCCCCCC)O)CC(CCCCCC\C=C/CCCCCCCC)O)CCCCCC\C=C/CCCCCCCC